Di((9Z,12Z)-octadeca-9,12-dien-1-yl) 2-(((3-(dimethylamino)propyl)(methyl)carbamoyl)-oxy)pentanedioate CN(CCCN(C(=O)OC(C(=O)OCCCCCCCC\C=C/C\C=C/CCCCC)CCC(=O)OCCCCCCCC\C=C/C\C=C/CCCCC)C)C